2-methyl-5-[(7-{8-methyl-1H,2H,3H-pyrido[2,3-b][1,4]oxazin-7-yl}-5H,6H,7H,8H-pyrido[3,4-d]pyrimidin-2-yl)amino]-2,3-dihydro-1H-isoindol-1-one CN1C(C2=CC=C(C=C2C1)NC=1N=CC2=C(N1)CN(CC2)C2=C(C1=C(OCCN1)N=C2)C)=O